C(C)(=O)OC1CCN(CC1)C1=NC=C(C=C1NC(=O)C1=NC=CC(=C1)C=1C=NNC1)C(F)(F)F [1-[3-[[4-(1H-pyrazol-4-yl) pyridine-2-carbonyl] amino]-5-(trifluoromethyl)-2-pyridyl]-4-piperidyl] acetate